N-(5-(1-methyl-1H-pyrazol-3-yl)-4-((6-(methylsulfonyl)-4-phenoxypyridin-2-yl)amino)pyridin-2-yl)acetamide CN1N=C(C=C1)C=1C(=CC(=NC1)NC(C)=O)NC1=NC(=CC(=C1)OC1=CC=CC=C1)S(=O)(=O)C